(5-cyclopropyl-2-((3-ethyl-1-(1-isopropylpiperidin-4-yl)-1H-pyrazol-4-yl)amino)propyl)morpholin-3-one C1(CC1)C1=C(C(=NN1C1CCN(CC1)C(C)C)CC)NC(CN1C(COCC1)=O)C